2,3,4,6-O-tetrabenzyl-D-glucose C(C1=CC=CC=C1)[C@@](C=O)(O)[C@@](O)([C@](O)([C@H](O)COCC1=CC=CC=C1)CC1=CC=CC=C1)CC1=CC=CC=C1